FC1=C(C=C(C=C1)NC(=O)C1=C(N(C(=C1C)C(C(=O)NCC(C1=CSC=C1)O)=O)C)C)C N-(4-fluoro-3-methylphenyl)-5-(2-((2-hydroxy-2-(thiophen-3-yl)ethyl)amino)-2-oxoacetyl)-1,2,4-trimethyl-1H-pyrrole-3-carboxamide